CN1N=CC(=C1C1=CC=C(C=C1)C1=C2C=C(N=CC2=C(N=C1)NC)NC(=O)C1CC1)C N-(5-(4-(1,4-dimethyl-1H-pyrazol-5-yl)phenyl)-8-(methylamino)-2,7-naphthyridin-3-yl)cyclopropanecarboxamide